2-{2-[4-(6-fluoro-benzo[d]isoxazol-3-yl)-piperidin-1-yl]-ethyl}-8-methyl-2H-pyrrolo[1,2-a]pyrazin-1-one FC1=CC2=C(C(=NO2)C2CCN(CC2)CCN2C(C=3N(C=C2)C=CC3C)=O)C=C1